methyl 4-amino-1-(4-aminophenyl)-2-oxo-7-(difluoromethyl)-1,2-dihydroquinoline-3-carboxylate NC1=C(C(N(C2=CC(=CC=C12)C(F)F)C1=CC=C(C=C1)N)=O)C(=O)OC